4-[3-(3-chlorophenyl)-3-(3,4-dimethoxyphenyl)-2-acetylpropenyl]morpholine ClC=1C=C(C=CC1)C(C(=CN1CCOCC1)C(C)=O)C1=CC(=C(C=C1)OC)OC